C(C)(=O)N[C@H]1CN(CCC1)C=1N=NC=C(N1)NC1=CC(=C(C=C1)N1CCN(CC1)CC1CCN(CC1)C=1C=NC(=CC1)C(NC1C(NC(CC1)=O)=O)=O)F 3-((R)-3-Acetamidopiperidin-1-yl)-5-((4-(4-((1-(6-((2,6-dioxopiperidin-3-yl)carbamoyl)pyridin-3-yl)piperidin-4-yl)methyl)piperazin-1-yl)-3-fluorophenyl)amino)-1,2,4-triazine